C(C)(C)(C)OC(NC12CC(C1)(C2)C=2OC(=NN2)COC2=CC(=C(C=C2)Cl)F)=O (3-(5-((4-chloro-3-fluorophenoxy)methyl)-1,3,4-oxadiazol-2-yl)bicyclo[1.1.1]pentan-1-yl)carbamic acid tert-butyl ester